C(CCC)C1(NC2=CC(=C(C=C2C(=N1)NC1=NNC(=C1)CC)OC)OCCCN1CCCC1)N 2-butyl-N4-(5-ethyl-1H-pyrazol-3-yl)-6-methoxy-7-(3-(pyrrolidin-1-yl)propoxy)quinazolin-2,4-diamine